CC(CCCC)(CC)C1=C(C=C(C=C1)C)O 2-(1-methyl-1-ethylpentyl)-5-methylphenol